FC=1C=C(C=C(C1)F)C1=C2C(=NN1C)[C@@H]1CCC[C@H](C2)N1C(=O)C1=CC2=C(OCC(N2C)=O)C=C1 6-((5R,9S)-3-(3,5-Difluorophenyl)-2-methyl-4,5,6,7,8,9-hexahydro-2H-5,9-epiminocycloocta[c]pyrazole-10-carbonyl)-4-methyl-2H-benzo[b][1,4]oxazin-3(4H)-one